(R)-3-fluoro-5,8,8-trimethyl-5-(3-(3-(2,2,2-trifluoroethyl)pyridin-4-yl)phenyl)-5,8,9,10-tetrahydrobenzo[b][1,8]naphthyridin FC1=CC=2[C@@](C3=C(NC2N=C1)CC(C=C3)(C)C)(C3=CC(=CC=C3)C3=C(C=NC=C3)CC(F)(F)F)C